N'-[3-cyano-4-(5,5-dimethyl-1,3,2-dioxaborolan-2-yl)benzofuran-2-yl]-N,N-dimethyl-formamidine C(#N)C1=C(OC2=C1C(=CC=C2)B2OC(CO2)(C)C)N=CN(C)C